NC=1C(=NC(=CN1)Br)OC=1C=NN(C1)CCC#N 3-(4-((3-amino-6-bromopyrazin-2-yl)oxy)-1H-pyrazol-1-yl)propionitrile